biscyclohexanetetracarboxylic acid dianhydride C1(C(CCCC1)(C(=O)O)C(=O)O)(C(=O)OC(=O)C1(C(CCCC1)(C(=O)O)C(=O)O)C(=O)OC(=O)C1(C(CCCC1)(C(=O)O)C(=O)O)C(=O)O)C(=O)O